CC1=CCC(C(C1OC(C)OCCOC=C)C)C 1,4,5-trimethyl-6-[1-(2-vinyloxyethoxy)ethoxy]cyclohexene